C(C)(=O)C1=C(C(=NC(=C1C(=O)[O-])CC)C(C)=O)C(C)=O triacetyl-ethyl-nicotinate